7-(2,6-dimethylpyrimidin-4-yl)-7-methyl-8-oxo-5,6,7,8-tetrahydroisoquinolin CC1=NC(=CC(=N1)C1(CCC=2C=CN=CC2C1=O)C)C